2-[3-(6-methyl-2-pyridyl)-1H-pyrazol-4-yl]-7-[(3R)-3-(1-piperidyl)pyrrolidin-1-yl]-1,5-naphthyridine CC1=CC=CC(=N1)C1=NNC=C1C1=NC2=CC(=CN=C2C=C1)N1C[C@@H](CC1)N1CCCCC1